6-chloro-N-[(2,4-dimethoxyphenyl)methyl]-3-[3-(dimethylamino)propoxy]pyridazin-4-amine ClC1=CC(=C(N=N1)OCCCN(C)C)NCC1=C(C=C(C=C1)OC)OC